P(=O)(O)(O)O[C@H]1[C@]([C@@H](O[C@@H]1[C@H](O)C)N1C(=O)NC(=O)C=C1)(O)F 2'-fluoro-5'-(R)-methyl-uridine-3'-phosphate